(1S,2S)-2-fluoro-N-(4-fluoro-6-(4-methylpyridin-3-yl)benzo[d]thiazol-2-yl)cyclopropane-1-carboxamide F[C@@H]1[C@@H](C1)C(=O)NC=1SC2=C(N1)C(=CC(=C2)C=2C=NC=CC2C)F